N[C@H]1C=2C(=NC=CC2)CC12CCN(CC2)C=2N=CC(=NC2)SC=2C(=C1C(N(C=NC1=CC2)CC(C)(C)O)=O)Cl 6-[5-[(5R)-5-aminospiro[5,7-dihydrocyclopenta[b]pyridine-6,4'-piperidin]-1'-yl]pyrazin-2-yl]sulfanyl-5-chloro-3-(2-hydroxy-2-methylpropyl)quinazolin-4-one